C(C)C1=C(C=CC(=C1)CCO)C1=CC=C(C=C1)C1CCC(CC1)CCCCC 2-[2-ethyl-4'-(4-pentyl-cyclohexyl)-biphenyl-4-yl]-ethanol